N-[(1R,2R)-2-(4-benzoylbenzamido)cycloheptyl]pyridine-4-carboxamide C(C1=CC=CC=C1)(=O)C1=CC=C(C(=O)N[C@H]2[C@@H](CCCCC2)NC(=O)C2=CC=NC=C2)C=C1